C(#N)N1CC(CC1)CC(=O)NC1=CC(=C(C=C1)Cl)Cl 2-(1-cyanopyrrolidin-3-yl)-N-(3,4-dichlorophenyl)acetamide